benzonitrile 2HCl Cl.Cl.C(C1=CC=CC=C1)#N